C(C)[C@H]1CC2=C(CNC1)N=C(C=C2)O (6S)-6-ethyl-2-hydroxy-5,6,7,9-tetrahydro-8H-pyrido[2,3-c]azepine